ClC1=C(C(=CC=C1Cl)O)C(C1=CC=NC=C1)C1N(CC1C(=O)N)C [(2,3-dichloro-6-hydroxyphenyl)(pyridin-4-yl)methyl]-1-methyl-azetidine-3-carboxamide